NC=1C(N(C(=CC1)C(F)(F)F)C)=O 3-amino-1-methyl-6-(trifluoromethyl)pyridin-2(1H)-one